Cl.FC=1C=C(C=NC1)C(C)OC1=CC(=CC=2N1C(=CN2)C#N)C=2N=NN(C2C)C2CCNCC2 5-[1-(5-Fluoro-3-pyridyl)ethoxy]-7-[5-methyl-1-(4-piperidyl)triazol-4-yl]imidazo[1,2-a]pyridine-3-carbonitrile HCl